N-(1-(3-chlorophenyl)vinyl)acetamide ClC=1C=C(C=CC1)C(=C)NC(C)=O